1-Methyl-2-oxo-4-{4-[4-(propan-2-yl)phenyl]piperidin-1-yl}-1,2-dihydroquinoline-3-carbonitrile CN1C(C(=C(C2=CC=CC=C12)N1CCC(CC1)C1=CC=C(C=C1)C(C)C)C#N)=O